2-fluoro-5-[(5S)-3-oxo-5-phenyl-6,7-dihydro-3H-pyrrolo[2,1-c][1,2,4]triazol-2(5H)-yl]benzonitrile FC1=C(C#N)C=C(C=C1)N1N=C2N(C1=O)[C@@H](CC2)C2=CC=CC=C2